N(N)C(CCSCCC(=O)NCC1=CC(=C(C=C1)CO)[N+](=O)[O-])=O 3-((3-hydrazino-3-oxopropyl)thio)-N-(4-(hydroxymethyl)-3-nitrobenzyl)propanamide